ClC=1OC(=CN1)C=1C=C(C#N)C=CC1 3-(2-chlorooxazol-5-yl)benzonitrile